bis(4-methylphenyl)(cyclopentadienyl)(2,7-di-t-butylfluorenyl)methane CC1=CC=C(C=C1)C(C1=C(C=CC=2C3=CC=C(C=C3CC12)C(C)(C)C)C(C)(C)C)(C1C=CC=C1)C1=CC=C(C=C1)C